4-(indolin-5-yl)-5-methylthiazol-2-ylcarbamic acid tert-butyl ester C(C)(C)(C)OC(NC=1SC(=C(N1)C=1C=C2CCNC2=CC1)C)=O